C12(CC3CC(CC(C1)C3)C2)C=2C=C(C(=O)NCC3CCCC=C3)C=CC2OC 3-adamantan-1-yl-N-(2,4-dihydrobenzyl)-4-methoxy-benzoic acid amide